2-chloro-4-phenoxypyrrolo[2,1-f][1,2,4]triazine-6-carboxylic acid ethyl ester C(C)OC(=O)C=1C=C2C(=NC(=NN2C1)Cl)OC1=CC=CC=C1